BrC1=CC(=C2C(NC(N(C2=C1)C=1C(=NC=CC1C)C(C)C)=O)=O)OCOC(=O)N1CCNCC1 (((7-bromo-1-(2-isopropyl-4-methylpyridin-3-yl)-2,4-dioxo-1,2,3,4-tetrahydroquinazolin-5-yl)oxy)methyl)piperazin-1-formate